C(C)(C)(C)OC(=O)N1C(=CC=C1)C=1N=CC=C2C(=CC(=NC12)N1CCOCC1)OC(C)C 2-[2-(morpholin-4-yl)-4-(propan-2-yloxy)-1,7-naphthyridin-8-yl]-1H-pyrrole-1-carboxylic acid tert-butyl ester